(1S,2S,5R)-3-azabicyclo[3.1.0]hexane-2-carboxylate [C@H]12[C@H](NC[C@@H]2C1)C(=O)[O-]